4-((2S,4r,6S)-2-cyano-7-((5-methoxy-7-methyl-1H-indol-4-yl)methyl)-7-azaspiro[3.5]nonan-6-yl)-N-((tetrahydrofuran-3-yl)methyl)benzamide C(#N)C1CC2(C1)C[C@H](N(CC2)CC2=C1C=CNC1=C(C=C2OC)C)C2=CC=C(C(=O)NCC1COCC1)C=C2